BrC=1C=NN(C1)C=1C=C(C=CC1)N1CCOCC1 4-(3-(4-bromo-1H-pyrazol-1-yl)phenyl)morpholine